2-chloro-3-(2,2,2-trifluoroethoxy)methyl-4-methylsulfonylbenzoic acid ClC1=C(C(=O)O)C=CC(=C1COCC(F)(F)F)S(=O)(=O)C